ClC1=CC=C(C=C1)C1=NNC=C1 3-(4-chlorophenyl)pyrazole